C(C)(C)(C)OC(N(CCOC)[C@@H]1CN(CC1)CC1=CC=CC=C1)=O.C1(=CC=CC=C1)C1C2=CC=CC=C2C2=C1C1=C(OCC=C1)C=1C=CC=CC21 13-phenyl-3H,13H-indeno[2',3':3,4]naphtho[1,2-b]pyran tert-butyl-N-[(3S)-1-benzylpyrrolidin-3-yl]-N-(2-methoxyethyl)carbamate